1-(trans-2-cyanocyclopentyl)-3-[(2-hydroxy-3-isopropyl-1,2-benzoxaborinin-6-yl)amino]pyrazole-4-carboxamide C(#N)[C@H]1[C@@H](CCC1)N1N=C(C(=C1)C(=O)N)NC=1C=CC2=C(C=C(B(O2)O)C(C)C)C1